CC1=C(C=C(C=C1)NC(C1=CC=C(C=C1)C1CCN(CC1)C)=O)NC1=NC=CC(=N1)C=1C=NC=C(C1)C1=NN(C=C1)C N-(4-Methyl-3-{4-[5-(1-methyl-1H-pyrazol-3-yl)-pyridin-3-yl]-pyrimidin-2-ylamino}-phenyl)-4-(1-methyl-piperidin-4-yl)-benzamide